COCCC1CCN(CC1)C=1C=C2C3=NNC4=CC=C(OCCCNC(OCC(C1)=C2)=O)C=C34 4-[4-(2-methoxyethyl)piperidin-1-yl]-8,14-dioxa-10,19,20-triazatetracyclo[13.5.2.12,6.018,21]tricosa-1(20),2,4,6(23),15,17,21-heptaen-9-one